3-fluoro-4-(3-isopropyl-2,5-dioxo-4-(4-(trifluoromethyl)benzyl)-piperazin-1-yl)benzonitrile FC=1C=C(C#N)C=CC1N1C(C(N(C(C1)=O)CC1=CC=C(C=C1)C(F)(F)F)C(C)C)=O